N,N'-[sulfonylbis(4,1-phenylene)bis(oxy)bis(4,1-phenylene)]bismaleimide S(=O)(=O)(C1=CC=C(C=C1)OC1=CC=C(C=C1)N1C(C=CC1=O)=O)C1=CC=C(C=C1)OC1=CC=C(C=C1)N1C(C=CC1=O)=O